[C@@H]1(CC=C(CC1)C(C)C)C (1R)-p-Mentha-3-ene